NC=1C(N(C=CC1)C=1SC=CN1)=O 3-amino-1-(thiazole-2-yl)pyridine-2(1H)-one